CC(C[C@@H](C(=O)N1CCC(CC1)C1CCN(CC1)C)N1C([C@@H](NCC1)CC(C)C)=O)C (S)-1-{(S)-3-Methyl-1-[(1'-methyl-4,4'-bipiperidyl-1-yl)carbonyl]butyl}-3-isobutyl-2-piperazinone